(S)-6-chloro-2-((6-(3-methyloxetan-3-yl)-5-oxo-6,7-dihydro-5H-pyrrolo[3,4-d]pyrimidin-2-yl)amino)-2,3-dihydro-1H-indene-4-carbonitrile ClC=1C=C(C=2C[C@H](CC2C1)NC=1N=CC2=C(N1)CN(C2=O)C2(COC2)C)C#N